N-(5-((3-(Methylsulfonyl)benzyl)oxy)isothiazol-3-yl)-N-((6'-(pyrrolidin-1-yl)-[2,3'-bipyridin]-5-yl)methyl)tetrahydro-2H-pyran-4-carboxamide CS(=O)(=O)C=1C=C(COC2=CC(=NS2)N(C(=O)C2CCOCC2)CC=2C=CC(=NC2)C=2C=NC(=CC2)N2CCCC2)C=CC1